C(C)(C)(C)OC(=O)OC1(C(N(C2=CC(=CC=C12)C#CC1=NC=CC2=CN=C(C=C12)NC1=CC=C(C=C1)S(=O)(=O)C)C(=O)OC(C)(C)C)=O)C tert-butyl 3-((tert-butoxycarbonyl)oxy)-3-methyl-6-((7-((4-(methylsulfonyl)phenyl)amino)-2,6-naphthyridin-1-yl)ethynyl)-2-oxoindoline-1-carboxylate